O[C@H]1[C@H](O[C@@]2([C@@H](CCO2)NC(=O)C2=CC3=C(SC=C3)C=C2)[C@@H]([C@H]1N1N=NC(=C1)C1=CC(=C(C(=C1)F)F)F)O)CO N-((4R,5S,7R,8R,9S,10R)-8,10-dihydroxy-7-(hydroxymethyl)-9-(4-(3,4,5-trifluorophenyl)-1H-1,2,3-triazol-1-yl)-1,6-dioxaspiro[4.5]dec-4-yl)benzo[b]thiophene-5-carboxamide